C1(=CC=CC=C1)S(=O)(=O)N1C(=CC=2C=NC=CC21)[C@@H](C)NC(=O)[C@H]2N(CC1(CC1)C2)C(=O)OC(C)(C)C tert-butyl (S)-6-(((R)-1-(1-(phenylsulfonyl)-1H-pyrrolo[3,2-c]pyridin-2-yl)ethyl)carbamoyl)-5-azaspiro[2.4]heptane-5-carboxylate